FC(C1N(C=CC=C1)C1=C2C(CC(C2=CC=C1)(C)C)CC)F 2-(difluoromethyl)-N-(3-ethyl-1,1-dimethyl-indan-4-yl)pyridine